1-(5-(4-(4-(5-(2-aminopyridin-4-yl)-2-methyl-3H-imidazo[4,5-b]pyridin-3-yl)-2-fluorophenyl)piperazin-1-yl)pyridin-2-yl)piperidine-4-carbonitrile NC1=NC=CC(=C1)C1=CC=C2C(=N1)N(C(=N2)C)C2=CC(=C(C=C2)N2CCN(CC2)C=2C=CC(=NC2)N2CCC(CC2)C#N)F